C1(=C(C=CC=C1)NC(=N)NC(=N)N)C 1-o-Tolylbiguanide